(4-(3-fluoro-5-(((R)-pyrrolidin-3-yl)oxy)benzoyl)piperazin-1-yl)(4'-fluoro-6-(((S)-pyrrolidin-3-yl)oxy)-[1,1'-biphenyl]-3-yl)methanone Hydrochloride Cl.FC=1C=C(C(=O)N2CCN(CC2)C(=O)C=2C=C(C(=CC2)O[C@@H]2CNCC2)C2=CC=C(C=C2)F)C=C(C1)O[C@H]1CNCC1